FC=1C=C(C=CC1)C(C(CN1N=C(N=C1)C(F)(F)F)C)=NNC=O N'-(1-(3-fluorophenyl)-2-methyl-3-(3-(trifluoromethyl)-1H-1,2,4-triazol-1-yl)propylidene)formhydrazide